CC1=C(C(NC(=C1)C)=O)CNC(=O)C=1C=C(C=C(C1C)N(C1CCOCC1)CC)C1=CC=C(C=C1)CN1CCOCC1 N-((4,6-dimethyl-2-oxo-1,2-dihydropyridin-3-yl)methyl)-5-(ethyl-(tetrahydro-2H-pyran-4-yl)amino)-4-methyl-4'-(morpholinylmethyl)-[1,1'-biphenyl]-3-carboxamide